FC(C1=C(C(=C(C(=O)O)C=C1)C)CSC)F 4-(difluoromethyl)-2-methyl-3-[(methylsulfanyl)methyl]benzoic acid